COC1=CC=C(C=C1)CN1C2=C(N[C@@H](C1)[C@@H](OCC(C)C1=CC=C(C#N)C=C1)C1=CC=CC=C1)N=CC=C2 4-[2-[(S)-[(3S)-1-[(4-methoxyphenyl)methyl]-3,4-dihydro-2H-pyrido[2,3-b]pyrazin-3-yl]-phenyl-methoxy]-1-methyl-ethyl]benzonitrile